BrC1=C(C=CC2=C1C=C(O2)C(=O)O)N2CCN(CC2)CC2=C(C(=CC=C2)C(C)(C)C)O 4-bromo-5-[4-(3-tert-butyl-2-hydroxy-benzyl)-piperazin-1-yl]-benzofuran-2-carboxylic acid